5-(1-hydroxy-2-isopropylaminobutyl)-8-benzyloxy-quinolone OC(C(CC)NC(C)C)C1=C2C=CC(NC2=C(C=C1)OCC1=CC=CC=C1)=O